CC1=CC=C2C(=N1)N=C(O2)N2CCN(CC2)C(=O)C2=CC=C(C=C2)N2CC(C2)OC(C(F)(F)F)C (4-(5-methyloxazolo[4,5-b]pyridin-2-yl)piperazin-1-yl)(4-(3-((1,1,1-trifluoropropan-2-yl)oxy)azetidin-1-yl)phenyl)methanone